N-[4-[(E)-3-[4-[2-Hydroxyethyl(methyl)amino]phenyl]prop-2-enoyl]phenyl]-4-pentylbenzamide OCCN(C1=CC=C(C=C1)/C=C/C(=O)C1=CC=C(C=C1)NC(C1=CC=C(C=C1)CCCCC)=O)C